OC1(CCCCC1)C1=C(C=CC=C1)C(=O)C1=C(C=CC=C1)C1(CCCCC1)O (dl)-1-hydroxy-cyclohexyl-phenylketone